COC1=CC=C(C=C1)C(OC[C@]1(O[C@H](CN(C1)CCCCCCCCCCCCCCCC)N1C(NC(C(=C1)C)=O)=O)CO)(C1=CC=CC=C1)C1=CC=C(C=C1)OC 1-[(2R,6R)-6-[[bis(4-methoxyphenyl)-phenyl-methoxy]methyl]-4-hexadecyl-6-(hydroxy-methyl)morpholin-2-yl]-5-methyl-pyrimidine-2,4-dione